2-(4-((1-(4-methoxybenzyl)-5-(2-methylcyclopentyl)-6-oxo-1,6-dihydropyridazin-3-yl)methyl)-3,5-dimethylphenyl)-3,5-dioxo-2,3,4,5-tetrahydro-1,2,4-triazine-6-carboxylic acid COC1=CC=C(CN2N=C(C=C(C2=O)C2C(CCC2)C)CC2=C(C=C(C=C2C)N2N=C(C(NC2=O)=O)C(=O)O)C)C=C1